C(#N)C=1C(=C(C(N(C1C)C1=CC=C(C=C1)F)=O)C(=O)NC1=CC=C(C=C1)OC1=CC=NC2=CC(=C(N=C12)OC)OC)C 5-cyano-N-[4-[(6,7-dimethoxy-1,5-naphthyridin-4-yl)oxy]phenyl]-1-(4-fluorophenyl)-4,6-dimethyl-2-oxopyridine-3-carboxamide